N-(5-(4-fluorobenzyl)-7-methyl-4,5-dihydro-2H-spiro[benzo[b][1,4]oxazepine-3,1'-cyclopropan]-8-yl)-3,3-dimethylbutanamide FC1=CC=C(CN2C3=C(OCC4(CC4)C2)C=C(C(=C3)C)NC(CC(C)(C)C)=O)C=C1